C(CC1=CC=CC=C1)N1C(=NC2=C1C=CC=C2)C2=CC=C(C=C2)[N+](=O)[O-] 1-Phenethyl-2-(4-nitrophenyl)-benzo[d]imidazole